N-phenyl-2-(pyridin-2-yl)aniline C1(=CC=CC=C1)NC1=C(C=CC=C1)C1=NC=CC=C1